FC(C=1N=C2N(C(C1)=S)C=CN2)(F)F 7-(trifluoromethyl)-1H,5H-imidazo[1,2-a]Pyrimidine-5-thione